N-stearyl-ricinoleamide C(CCCCCCCCCCCCCCCCC)NC(CCCCCCC\C=C/C[C@H](O)CCCCCC)=O